CS(=O)(=O)C1CN(C1)C=1C(=CC=2C34C(C(CC2C1)N(CC4)C)CCCC3)OC 5-(3-methanesulfonylazetidin-1-yl)-4-methoxy-17-methyl-17-azatetracyclo[7.5.3.01,10.02,7]heptadeca-2(7),3,5-triene